bis(2-ethylhexyl) phthalate C(C=1C(C(=O)OCC(CCCC)CC)=CC=CC1)(=O)OCC(CCCC)CC